4-hydroxy-3,4-di-methoxybenzaldehyde OC1(C(C=C(C=O)C=C1)OC)OC